(4R,5S)-5-((S)-5H-Imidazo[5,1-a]isoindol-5-yl)-1-(methylsulfonyl)azepan-4-ol C=1N=CN2C1C1=CC=CC=C1[C@@H]2[C@H]2[C@@H](CCN(CC2)S(=O)(=O)C)O